N1(CCOCC1)C1=CC=C(C=C1)NC=1C2=CNC=3N=CN=C(N(N1)C1CCN(CC1)C(C=C)=O)C32 1-(4-(3-((4-Morpholinylphenyl)amino)-1,4,5,6,8-pentaaza-acenaphthylen-5(1H)-yl)piperidin-1-yl)prop-2-en-1-one